3,5-Bis((E)-3,4-difluorobenzylidene)-1-(3-(2,5-dihydro-1H-pyrrol-1-yl)propanoyl)piperidin FC=1C=C(\C=C/2\CN(C/C(/C2)=C/C2=CC(=C(C=C2)F)F)C(CCN2CC=CC2)=O)C=CC1F